FC(C(=O)O)(F)F.NC1=NN2C(N=CC=C2)=C1C(=O)NC(C)C=1C=C(C=2N(C1N1C(CS(CC1)(=O)=O)C)C=NC2)Cl 2-Amino-N-(1-[8-chloro-5-(3-methyl-1,1-dioxidothiomorpholin-4-yl)imidazo[1,5-a]pyridin-6-yl]ethyl)pyrazolo[1,5-a]pyrimidine-3-carboxamide trifluoroacetate salt